CN1N=C2C=C(C=C(C2=C1C=1C=C2[C@H](CNC(C2=C(C1)OC)=O)C)C#N)C=1C=NN(C1)CC(F)(F)F |o1:13| 2-methyl-3-[rel-(4R)-8-methoxy-4-methyl-1-oxo-3,4-dihydro-2H-isoquinolin-6-yl]-6-[1-(2,2,2-trifluoroethyl)pyrazol-4-yl]indazole-4-carbonitrile